(1R,2S,4R)-4,6,6-trimethyl-bicyclo[3.1.1]heptan-2-ol C[C@@H]1C[C@@H]([C@H]2C(C1C2)(C)C)O